C(C)(C)(C)OC(=O)N[C@H](CC1=C(C2=C(N=C(N=C2N(C(OC(C)(C)C)=O)CC=2OC=CC2)Cl)N1)F)CO tert-butyl (R)-(6-(2-((tert-butoxycarbonyl)amino)-3-hydroxypropyl)-2-chloro-5-fluoro-7H-pyrrolo[2,3-d]pyrimidin-4-yl)(furan-2-ylmethyl)carbamate